tert-butylcumenyl peroxide C(C)(C)(C)OOC1=C(C=CC=C1)C(C)C